2-[[2-[[4-(5-pyrrolidin-1-yl-3-pyridyl)triazol-1-yl]methyl]imidazo[1,2-a]pyridin-6-yl]methylamino]acetonitrile N1(CCCC1)C=1C=C(C=NC1)C=1N=NN(C1)CC=1N=C2N(C=C(C=C2)CNCC#N)C1